COCCNC=1N=CC2=C(N1)N1C(C(=C2)C=2C=C(C=CC2C)NC(=O)C2=NC=CC(=C2)C(F)(F)F)=NCC1 N-(3-(2-((2-methoxyethyl)amino)-8,9-dihydroimidazo[1',2':1,6]pyrido[2,3-d]pyrimidin-6-yl)-4-methylphenyl)-4-(trifluoromethyl)pyridineamide